(S)-(5-(2-((1-(3,4,5-trimethoxyphenyl)-1H-imidazol-4-yl)amino)pyrrolo[2,1-f][1,2,4]triazin-4-yl)-5-azaspiro[2.4]hept-6-yl)methanol COC=1C=C(C=C(C1OC)OC)N1C=NC(=C1)NC1=NN2C(C(=N1)N1CC3(CC3)C[C@H]1CO)=CC=C2